C(C)(C)(C)C1=C(C=C(C=C1)CCl)OC 1-tert-butyl-4-(chloromethyl)-2-methoxy-benzene